N-cyclopropyl-1'-((7-ethyl-6-oxo-5,6-dihydro-1,5-naphthyridin-3-yl)methyl)-1',2',3',6'-tetrahydro-[3,4'-bipyridine]-6-carboxamide C1(CC1)NC(=O)C1=CC=C(C=N1)C=1CCN(CC1)CC=1C=NC=2C=C(C(NC2C1)=O)CC